2,10-dimethyl-7-(oxetan-3-yl)-5,6,7,8,9,10-hexahydropyrido[3',2':4,5]pyrrolo[2,3-d]azepine CC=1C=CC2=C(N(C=3CCN(CCC32)C3COC3)C)N1